[N+](=O)([O-])C=1C=C(COC2=C(C=CC=C2)C2OBOC2)C=CC1 4-((3-nitrobenzyloxy)phenyl)-1,3,2-dioxaborolane